C(C)(C)(C)OC(=O)N1N=C(C2=CC=C(C=C12)N)C 6-amino-3-methyl-1H-indazole-1-carboxylic acid tert-butyl ester